OC1=C(C=C(C=C1)O)C(C)(C)C 2,5-dihydroxy-1-tertbutylbenzene